Br.NC=1SC(=C(N1)CC(=O)O)C1=CC=CC2=CC=CC=C12 2-amino-5-(1-naphthyl)thiazole-4-acetic acid hydrobromide